1-(4-methoxynaphthalene-1-yl)-2-(3,4-dimethoxyphenyl)ethane COC1=CC=C(C2=CC=CC=C12)CCC1=CC(=C(C=C1)OC)OC